benzyl (6R)-6-{[7-cyano-2-(1-cyclobutyl-1H-pyrazol-4-yl)[1,2,4]triazolo[1,5-c]quinazolin-5-yl] amino}-5-oxo-1,4-diazepane-1-carboxylate C(#N)C1=CC=CC=2C=3N(C(=NC12)N[C@H]1C(NCCN(C1)C(=O)OCC1=CC=CC=C1)=O)N=C(N3)C=3C=NN(C3)C3CCC3